1-(4-Chlorobenzoyl)-5-methoxy-2-methylindole-3-acetic acid methyl-4-(((1R,4R)-4-((N-ethylsulfamoyl)methyl)cyclohexyl)(methyl)amino)-1H-pyrrolo[2,3-b]pyridine-5-carboxylate COC(=O)C=1C(=C2C(=NC1)NC=C2)N(C)C2CCC(CC2)CS(NCC)(=O)=O.ClC2=CC=C(C(=O)N1C(=C(C3=CC(=CC=C13)OC)CC(=O)O)C)C=C2